FC(C1=CC2=C(SC(=C2)C(N[C@@H]2C(N3[C@@H](CCSC2)CC[C@H]3C(=O)N3CC(C3)C=3C=NC=CC3)=O)=O)C=C1)(F)P(O)(O)=O (difluoro(2-(((5R,8S,10aR)-6-oxo-8-(3-(pyridin-3-yl)azetidine-1-carbonyl)octahydro-4H-pyrrolo[2,1-d][1,5]thiazocin-5-yl)carbamoyl)benzo[b]thiophen-5-yl)methyl)phosphonic acid